FC1=CC(=C(OC2=C(C(=O)NC3=CC(NC=C3)=O)C=CC(=C2)C(F)(F)F)C=C1)CCCO 2-(4-Fluoro-2-(3-hydroxypropyl)phenoxy)-N-(2-oxo-1,2-dihydropyridin-4-yl)-4-(trifluoromethyl)benzamide